(E)-cyclooct-4-en-1-yl (3-aminopropyl)carbamate NCCCNC(OC1CC\C=C\CCC1)=O